C(C)[C@]1(C(OCC=2C(N3CC=4C(=NC=5C=C(C(=C6C5C4[C@H](CC6)NC(CCC(=O)[O-])=O)C)F)C3=CC21)=O)=O)O 2-{[(1S,9S)-9-Ethyl-5-fluoro-9-hydroxy-4-methyl-10,13-dioxo-2,3,9,10,13,15-hexahydro-1H,12H-benzo[de]pyrano[3',4':6,7]indolizino[1,2-b]quinolin-1-yl]amino}-2-oxoethylacetate